1,3,5-tri(4-fluorophenyl)benzene FC1=CC=C(C=C1)C1=CC(=CC(=C1)C1=CC=C(C=C1)F)C1=CC=C(C=C1)F